C(C)C1=CC=C(C=C1)N(S(=O)(=O)C1=CC=C(C=2C(CCCC12)O)OCC1CCOCC1)CC(C)C N-(4-ethylphenyl)-5-hydroxy-N-isobutyl-4-((tetrahydro-2H-pyran-4-yl)methoxy)-5,6,7,8-tetrahydronaphthalene-1-sulfonamide